C(C)NC(=O)C1=CC2=C(C(N(C=C2C=2C(=CC3=CN(N=C3C2)CC(C)(C)F)OC2=C(C=C(C=C2C)F)C)C)=O)N1 N-ethyl-4-(5-(4-fluoro-2,6-dimethylphenoxy)-2-(2-fluoro-2-methylpropyl)-2H-indazol-6-yl)-6-methyl-7-oxo-6,7-dihydro-1H-pyrrolo[2,3-c]pyridine-2-carboxamide